FC1=C(C=C2C(=NC=NC2=C1)N1CCC(CC1)CCNS(=O)(=O)N)OC N-(2-(1-(7-fluoro-6-methoxyquinazolin-4-yl)piperidin-4-yl)ethyl)sulfamide